C(C)(=O)C=1C(=NC(=CC1)N1C=NC2=C1C=CC(=C2)NC=2N=NC(=CC2)C)C=2C=NN1C2C(NCC1)=O 3-[3-acetyl-6-[5-[(6-methylpyridazin-3-yl)amino]benzimidazol-1-yl]-2-pyridinyl]-6,7-dihydro-5H-pyrazolo[1,5-a]pyrazin-4-one